1-[4-[(7S)-7-(5,6-dimethyl-1H-benzimidazol-4-yl)-5,6,7,8-tetrahydroquinazolin-4-yl]piperazin-1-yl]prop-2-en-1-one CC1=C(C2=C(NC=N2)C=C1C)[C@H]1CCC=2C(=NC=NC2C1)N1CCN(CC1)C(C=C)=O